Dibenzyl-butyrolactone C(C1=CC=CC=C1)C1(C(=O)OCC1)CC1=CC=CC=C1